2-([2-(PYRROLIDIN-1-YL)PHENYL]SULFAMOYL)ACETIC ACID N1(CCCC1)C1=C(C=CC=C1)NS(=O)(=O)CC(=O)O